P(O)(=O)(OP(=O)(O)OP(=O)(O)O)OC[C@@H]1[C@H]([C@H]([C@@H](O1)N1C(=O)N=C(NC(C)=O)C=C1)O)O N4-acetyl-cytidine triphosphate